5-Amino-2-methylthiazole-4-carboxylic acid ethyl ester C(C)OC(=O)C=1N=C(SC1N)C